6-isopropoxy-2-(tetrahydro-2H-pyran-2-yl)-2H-indazole-5-carboxylic acid methyl ester COC(=O)C1=CC2=CN(N=C2C=C1OC(C)C)C1OCCCC1